ClC1=CC(=C(C=C1)NC=1C=C(CC2=NC(=C3NC(=NC3=N2)C2CCCC2)C(=O)N)C=C(C1)F)F (3-((4-chloro-2-fluorophenyl)amino)-5-fluorobenzyl)-8-cyclopentyl-7H-purine-6-carboxamide